C1(CC1)NS(=O)(=O)C1=CC=C2C(=C(N3C(C2=C1)=NC=N3)C(=O)OC)O methyl 9-(N-cyclopropylsulfamoyl)-6-hydroxy-[1,2,4]triazolo[5,1-a]isoquinoline-5-carboxylate